ClC=1C=C2C(OCC=3N=C(SC3C3=C(C=C(C(NS(C(C1O)=C2)(=O)=O)=C3)F)F)C)=O 12-chloro-18,20-difluoro-13-hydroxy-4-methyl-15,15-dioxo-8-oxa-3,15λ6-dithia-5,16-diazatetracyclo[15.3.1.110,14.02,6]docosa-1(20),2(6),4,10,12,14(22),17(21),18-octaen-9-one